COC(=O)C1=C(C(=CC(O1)=O)C1=CC=CC=C1)C1=C(C=CC=C1[N+](=O)[O-])Cl 5-(2-chloro-6-nitrophenyl)-2-oxo-4-phenyl-2H-pyran-6-carboxylic acid methyl ester